C1CC12CN(C2)C2=CC=C(C(=N2)C(=O)OCC)CN2C=NC(=C2)C(=O)OCC ethyl 6-{5-azaspiro[2.3]hexan-5-yl}-3-{[4-(ethoxycarbonyl)-1H-imidazol-1-yl]methyl}pyridine-2-carboxylate